[N+](=O)([O-])C=1C=C(C(=NC1)N1N=CN=N1)C(F)(F)F 5-nitro-2-(2H-tetrazol-2-yl)-3-(trifluoromethyl)pyridine